methyl 4-(2-(4-(2-(4-chloro-2-fluorophenyl)-2-methylbenzo[d][1,3]dioxol-4-yl)-3-fluorophenyl)acetamido)-3-((((S)-oxetan-2-yl)methyl)amino)benzoate ClC1=CC(=C(C=C1)C1(OC2=C(O1)C=CC=C2C2=C(C=C(C=C2)CC(=O)NC2=C(C=C(C(=O)OC)C=C2)NC[C@H]2OCC2)F)C)F